tert-Butyl (S)-((1-(pyrrolidin-3-yl)-1H-pyrazol-4-yl)methyl)carbamate N1C[C@H](CC1)N1N=CC(=C1)CNC(OC(C)(C)C)=O